3-(2-isopropyl-1H-imidazol-1-yl)bicyclo[1.1.1]pentan-1-ylcarbamic acid tert-butyl ester C(C)(C)(C)OC(NC12CC(C1)(C2)N2C(=NC=C2)C(C)C)=O